3-diethoxymethylsilyl-1-propylamine C(C)OC(OCC)[SiH2]CCCN